5-chloro-7-fluoro-4-iodo-1H-indazole ClC=1C(=C2C=NNC2=C(C1)F)I